tert-butyl-[(3-iodo-4-methoxy-1H-indazol-5-yl)oxy]-dimethyl-silane C(C)(C)(C)[Si](C)(C)OC=1C(=C2C(=NNC2=CC1)I)OC